pentaerythritol tetrakis[3-(3,5-di-tert-butylhydroxyphenyl) propionate] C(C)(C)(C)C=1C(=C(C=C(C1)C(C)(C)C)CCC(=O)OCC(COC(CCC1=C(C(=CC(=C1)C(C)(C)C)C(C)(C)C)O)=O)(COC(CCC1=C(C(=CC(=C1)C(C)(C)C)C(C)(C)C)O)=O)COC(CCC1=C(C(=CC(=C1)C(C)(C)C)C(C)(C)C)O)=O)O